tert-butyl 11-thioxo-3,4,8,9,10,11-hexahydro-1H-pyrido[4',3':3,4]-pyrazolo[1,5-a][1,4]diazepine-2(7H)-carboxylate S=C1C=2N(CCCN1)N=C1C2CN(CC1)C(=O)OC(C)(C)C